C(C1=CC=CC=C1)N(C[C@H](O)C1=CC(=CC=C1)F)CC1CCC(CC1)NC(C1=CC=CC=C1)=O N-((1R,4r)-4-((Benzyl((R)-2-(3-fluorophenyl)-2-hydroxyethyl)amino)methyl)-cyclohexyl)benzamide